6-methoxy-2-methyl-N-[1-[[(2S)-pyrrolidin-2-yl]methyl]pyrazolo[3,4-d]pyrimidin-6-yl]-3,4-dihydro-1H-isoquinolin-7-amine trifluoroacetate FC(C(=O)O)(F)F.COC=1C=C2CCN(CC2=CC1NC1=NC=C2C(=N1)N(N=C2)C[C@H]2NCCC2)C